N-(7-chloro-6-(1-(4-fluoro-3-methyltetrahydrofuran-3-yl)piperidin-4-yl)isoquinolin-3-yl)-2-(1-methyl-1H-pyrazol-4-yl)cyclopropane-1-carboxamide ClC1=C(C=C2C=C(N=CC2=C1)NC(=O)C1C(C1)C=1C=NN(C1)C)C1CCN(CC1)C1(COCC1F)C